C(C)(C)C1=C(C=C(C=C1)C)N1/C(/SCC1=O)=N/N=C/C1=CC=C(C=C1)C=1N=C(N(N1)C)NC(C1=C(C=C(C=C1)OC(F)(F)F)C=C)=O N-[5-[4-[(E)-[(Z)-[3-(2-isopropyl-5-methyl-phenyl)-4-oxo-thiazolidin-2-ylidene]hydrazono]methyl]phenyl]-2-methyl-1,2,4-triazol-3-yl]-4-(trifluoromethoxy)-2-vinylbenzamide